C(C=C)(=O)N1[C@H](CN(CC1)C1=NC(=NC=2CC3(CCC12)C(=C(C1=C(C=CC=C13)Cl)F)F)OC[C@H]1N(CCC1)C)CC#N 2-((2S)-1-acryloyl-4-(4-chloro-2,3-difluoro-2'-(((S)-1-methylpyrrolidin-2-yl)methoxy)-5',8'-dihydro-6'H-spiro[indene-1,7'-quinazolin]-4'-yl)piperazin-2-yl)acetonitrile